D-glucosamine zinc salt [Zn].OC1[C@H](N)[C@@H](O)[C@H](O)[C@H](O1)CO